N1=CC=C(C=C1)C1C(=O)NC(C1)=O pyridin-4-ylsuccinimide